S(O)(O)(=O)=O trans-sulfuric acid